2-({4-[N-(3-bromo-4-fluorophenyl)-N'-hydroxycarbamimidoyl]-1,2,5-oxadiazol-3-yl}sulfanyl)-N-phenylacetamide BrC=1C=C(C=CC1F)NC(=NO)C=1C(=NON1)SCC(=O)NC1=CC=CC=C1